C1(CCC1)C#CC1=CN=C(S1)COC1=CC=CC(=N1)C1=CC(=C(CC2=NC3=C(N2C[C@H]2OCC2)C=C(C=C3)C(=O)O)C=C1F)F (S)-2-(4-(6-((5-(cyclobutylethynyl)thiazol-2-yl)methoxy)pyridin-2-yl)-2,5-difluorobenzyl)-1-(oxetan-2-ylmethyl)-1H-benzo[d]imidazole-6-carboxylic acid